C(C)C1=CC=C(C=N1)CN1C2CN(CC1C2)C2=CC=C(C=N2)C=2C=1N(C=C(C2)OCC(C)(C)O)N=CC1C#N 4-(6-(6-((6-Ethylpyridin-3-yl)methyl)-3,6-diazabicyclo[3.1.1]hept-3-yl)pyridin-3-yl)-6-(2-hydroxy-2-methylpropyloxy)pyrazolo[1,5-a]pyridine-3-carbonitrile